FC1(CN(CC[C@H]1NC1=NN2C(C(=N1)NC)=C(C=C2)C2=CC=C1C(=N2)N(C(=N1)C)CC(F)(F)F)C(C)=O)F (R)-1-(3,3-Difluoro-4-((5-(2-methyl-3-(2,2,2-trifluoroethyl)-3H-imidazo[4,5-b]pyridin-5-yl)-4-(methylamino)pyrrolo[2,1-f][1,2,4]triazin-2-yl)amino)piperidin-1-yl)ethan-1-one